BrC1=CN=C(S1)C=1C=NC(=CC1)N1CCCCC1 5-bromo-2-(6-(piperidin-1-yl)pyridin-3-yl)thiazole